2-Methyl-6-{2-[methyl-(2,2,6,6-tetramethylpiperidin-4-yl)amino][1,3]thiazolo[5,4-d]pyrimidin-5-yl}imidazo[1,2-a]pyridin-8-carbonitril CC=1N=C2N(C=C(C=C2C#N)C=2N=CC3=C(N2)SC(=N3)N(C3CC(NC(C3)(C)C)(C)C)C)C1